C(N)(=O)C1=CC(=NC2=C1N=CN=C2N[C@@H]2CN(CCC2)C(=O)OC(C)(C)C)Cl tert-butyl (3S)-3-({8-carbamoyl-6-chloropyrido[3,2-d]pyrimidin-4-yl}amino)piperidine-1-carboxylate